(3-(ethylcarbamoyl)phenyl)-5-nitrofuran-2-carboxamide C(C)NC(=O)C=1C=C(C=CC1)C1=C(OC(=C1)[N+](=O)[O-])C(=O)N